NC=1C2=C(N=CN1)N(C=C2)[C@@H]2O[C@H]1[C@]3(OC(O[C@H]32)(C)C)CC[C@H]1O (3ar,4r,5ar,6r,8ar)-4-(4-amino-7H-pyrrolo[2,3-d]pyrimidin-7-yl)-2,2-dimethylhexahydrocyclopenta[2,3]furo[3,4-d][1,3]dioxol-6-ol